C(CCCCCOC1C[C@H](N(C1)C(=O)OC(C)(C)C)C(=O)O)OC1C[C@H](N(C1)C(=O)OC(C)(C)C)C(=O)O 4,4'-(hexane-1,6-diylbis(oxy))bis(1-(t-butoxycarbonyl)-L-proline)